1-(6,7-dihydro-5H-pyrido[2',3':6,7]cyclohepta[1,2-c]pyridazin-3-yl)-N3-((7S)-7-((methylethyl)amino)-6,7,8,9-tetrahydro-5H-benzo[7]annulene-2-yl)-1H-1,2,4-triazole-3,5-diamine N1=NC(=CC2=C1C1=C(CCC2)N=CC=C1)N1N=C(N=C1N)NC=1C=CC2=C(CC[C@H](CC2)NC(C)C)C1